24-hydroxytetracosyl laurate C(CCCCCCCCCCC)(=O)OCCCCCCCCCCCCCCCCCCCCCCCCO